N-(2-methoxy-4-(2-methoxyethoxy)phenyl)-7-(prop-1-en-2-yl)quinolin-4-amine COC1=C(C=CC(=C1)OCCOC)NC1=CC=NC2=CC(=CC=C12)C(=C)C